1-((2R,4aS,4bR,6aS,7S,7aS,8aR,8bR,8cR,10aR)-2-hydroxy-2,6a-dimethyloctadecahydrocyclopenta[4,5]cyclopenta[1,2-a]phenanthren-7-yl)-2-(4,5,6,7-tetrahydro-1H-indazol-1-yl)ethane O[C@@]1(CC[C@@H]2[C@H]3CC[C@@]4(C(C3CCC2C1)[C@H]1[C@@H]([C@@H]4CCN4N=CC=2CCCCC42)CCC1)C)C